B(C1=C(N=C(C=C1)C(F)(F)F)Cl)(O)O 2-TRIFLUOROMETHYL-6-CHLORO-5-PYRIDINEBORIC ACID